ClC1=CC=C(C=N1)C1CCN(CC1)C1=CC(=C(C#N)C=C1)C(F)(F)F 4-(4-(6-chloropyridin-3-yl)piperidin-1-yl)-2-(trifluoro-methyl)benzonitrile